(1S,2S,3S,6R)-6-((4-bromophenethyl)amino)-4-(fluoromethyl)cyclohex-4-ene-1,2,3-triol BrC1=CC=C(CCN[C@@H]2C=C([C@@H]([C@@H]([C@H]2O)O)O)CF)C=C1